2'H-[1,5'-bitetrazole] N1(N=NN=C1)C=1N=NNN1